5-(5'-chloro-5-fluoro-2'-methoxy-[1,1'-biphenyl]-2-yl)-3-(4-(1-methyl-4-(trifluoromethyl)-1H-imidazol-2-yl)phenyl)-1,2,4-oxadiazole ClC=1C=CC(=C(C1)C1=C(C=CC(=C1)F)C1=NC(=NO1)C1=CC=C(C=C1)C=1N(C=C(N1)C(F)(F)F)C)OC